C1(=CC=CC=C1)C=1C=C2N=CC=NC2=CC1C1=CC=CC=C1 6,7-diphenyl-quinoxaline